(S)-1-Methyl-5-oxo-N-(5-(((trans)-4-(trifluoromethyl)cyclohexyl)oxy)-2,3-dihydro-benzofuran-7-yl)pyrrolidine-2-carboxamide CN1[C@@H](CCC1=O)C(=O)NC1=CC(=CC=2CCOC21)O[C@@H]2CC[C@H](CC2)C(F)(F)F